CC1=C(C=CC(=C1NS(=O)(=O)C)Cl)OCC2=NCCN2 The molecule is a sulfonamide that is N-phenylmethanesulfonamide which carries a chloro group at position 2, 4,5-dihydro-1H-imidazol-2-ylmethoxy group at position 5, and a methyl group at position 6. Its is a selective alpha-adrenoceptor agonist that is used in the treatment of urinary incontinence. It has a role as an alpha-adrenergic agonist. It is a member of monochlorobenzenes, an aromatic ether, a sulfonamide and a member of imidazoles.